Acetonid [CH2-]C(=O)C